4-(2-bromophenyl)-6-(4-cyclopropylphenyl)-1-methyl-2-Oxo-1,2-dihydropyridine-3-carbonitrile BrC1=C(C=CC=C1)C1=C(C(N(C(=C1)C1=CC=C(C=C1)C1CC1)C)=O)C#N